3-(6-fluoro-1,3-benzothiazol-2-yl)bicyclo[1.1.1]pentan-1-amine FC1=CC2=C(N=C(S2)C23CC(C2)(C3)N)C=C1